CSC1=NC=2CC3(CCC2C(=N1)N1CC2N(C(C1)C2)C(=O)OC(C)(C)C)CCC2=CC=CC=C23 tert-butyl 3-(2'-(methylthio)-2,3,5',8'-tetrahydro-6'H-spiro[indene-1,7'-quinazolin]-4'-yl)-3,6-diazabicyclo[3.1.1]heptane-6-carboxylate